N-(6-(2-(((1S,3R,4S)-(dimethylamino)-3-fluorocyclohexyl)-amino)-8-isopropyl-7-oxo-7,8-dihydropyrido-[2,3-d]pyrimidin-6-yl)pyridin-3-yl)-3,3,3-trifluoropropane-1-sulfonamide CN(C)[C@@]1(C[C@@H](CCC1)F)NC=1N=CC2=C(N1)N(C(C(=C2)C2=CC=C(C=N2)NS(=O)(=O)CCC(F)(F)F)=O)C(C)C